C(C)N(CC)[Si](C1=CC=C(C=C1)C=C)(N(CC)CC)N(CC)CC tris(diethylamino)(4-vinylphenyl)silane